COC1=C(C=CC=C1)C1=CC=C(N=N1)N1CC(CCC1)NCC1=CSC=C1 1-(6-(2-methoxyphenyl)pyridazin-3-yl)-N-(thien-3-ylmethyl)piperidin-3-amine